C(C)(C)(C)C=1C=C(C=C(C1O)N1N=C2C(=N1)C=CC(=C2)Cl)CCC(=O)O 3-[3-tert-butyl-5-(5-chlorobenzotriazol-2-yl)-4-hydroxy-phenyl]propionic acid